SCC(C(C)O)C 4-mercapto-3-methyl-2-butanol